FC1=C(C=C(C=C1)OC(F)(F)F)Br 2-fluoro-5-(trifluoromethoxy)bromobenzene